4-(1H-pyrazolo[3,4-b]pyridin-4-yl)-6-[2-(trifluoromethyl)-1-piperidyl]-1H-pyridin-2-one N1N=CC=2C1=NC=CC2C2=CC(NC(=C2)N2C(CCCC2)C(F)(F)F)=O